C(C)(C)(C)N1N=C(C=C1[C@@H]1C[C@@H](CC1)N(C([O-])=O)C1(CC1)C)NC1=NC(=CN=C1)OC (1R,3S)-3-(1-(tert-butyl)-3-((6-methoxypyrazine-2-yl)amino)-1H-pyrazol-5-yl)cyclopentyl(1-methylcyclopropyl)carbamate